(S)-3-(4-carbamoyl-3-((3,5-dimethoxyphenyl)ethynyl)-5-((2-hydroxyethyl)amino)-1H-pyrazol-1-yl)pyrrolidine-1-carboxylic acid tert-butyl ester C(C)(C)(C)OC(=O)N1C[C@H](CC1)N1N=C(C(=C1NCCO)C(N)=O)C#CC1=CC(=CC(=C1)OC)OC